NC=1C=NN2C1C=CC=C2N(CCO)CCO 2-[(3-aminopyrazolo[1,5-a]pyrid-7-yl)(2-hydroxyethyl)amino]ethanol